6-Hydroxy-nonadecanoic acid OC(CCCCC(=O)O)CCCCCCCCCCCCC